(3S)-Pyrrolidin-3-ol N1C[C@H](CC1)O